O=C1N([C@@H]2CC[C@H](N1C2)C(=O)NNC(CCNC(OC(C)(C)C)=O)=O)OS(=O)(=O)O.[NH+]2=CC=CC=C2 pyridinium tert-butyl [3-(2-{[(2S,5R)-7-oxo-6-(sulfooxy)-1,6-diazabicyclo[3.2.1]oct-2-yl]carbonyl}hydrazinyl)-3-oxopropyl]carbamate